C(CC)[C@@H]1CC[C@@H](N1C(=O)OCC1=CC=CC=C1)C(=O)OC 1-benzyl 2-methyl (2R,5R)-5-propylpyrrolidine-1,2-dicarboxylate